CN(C/C=C/C(=O)NC1CCC(CC1)NC(=O)C=1SC=2N=CC=C3N(C(NC1C23)=O)C2=C(C=C(C=C2)OC2=CC=CC=C2)C)C N-((1S,4S)-4-((E)-4-(Dimethylamino)but-2-enamido)cyclohexyl)-5-(2-methyl-4-phenoxyphenyl)-4-oxo-4,5-dihydro-3H-1-thia-3,5,8-triazaacenaphthylene-2-carboxamide